FC(CNC1CCC(CC1)N)(C)F (1r,4r)-N1-(2,2-difluoropropyl)cyclohexane-1,4-diamine